COC(C1=C(C=C(C=C1F)Br)CBr)=O 4-bromo-2-(bromomethyl)-6-fluorobenzoic acid methyl ester